C(CCC)[Sn](C1=NC(=NC=C1)N)(CCCC)CCCC 4-tributylstannyl-pyrimidin-2-amine